iodine methyl-toluene Tertiary-butyl-(5-chloro-6-vinylpyridin-3-yl)carbamate C(C)(C)(C)N(C([O-])=O)C=1C=NC(=C(C1)Cl)C=C.CCC1=CC=CC=C1.[I+]